N-(4-((3,4-dichloro-2-fluorophenyl)amino)-5-phenylquinazolin-6-yl)-3-(1-methylpyrrolidin-2-yl)acrylamide ClC=1C(=C(C=CC1Cl)NC1=NC=NC2=CC=C(C(=C12)C1=CC=CC=C1)NC(C=CC1N(CCC1)C)=O)F